COC1=CC=C(C=C1)CN(C1=NC=CC=C1[C@@H](C)N(C1=NC(=NC(=C1C#N)Cl)OCC1(CN(CCC1)C)C)CC)CC1=CC=C(C=C1)OC 4-[[(1R)-1-[2-[bis[(4-methoxyphenyl)methyl]amino]-3-pyridyl]ethyl]-ethyl-amino]-6-chloro-2-[(1,3-dimethyl-3-piperidyl)methoxy]pyrimidine-5-carbonitrile